CN(CC(O)C1=CNC=2C=CC=C(C12)O)C 3-[2-(Dimethylamino)-1-hydroxyethyl]-1H-indol-4-ol